2-((4-chloro-5-fluoro-2-(2-methoxy-7-methylquinoxalin-5-yl)benzo[d]thiazol-6-yl)oxy)ethyl ((1-methyl-1H-imidazol-4-yl)methyl)carbamate CN1C=NC(=C1)CNC(OCCOC1=CC2=C(N=C(S2)C2=C3N=CC(=NC3=CC(=C2)C)OC)C(=C1F)Cl)=O